(1'r,2'r)-3-(2-nitrocyclopropyl)alanine tert-butyl-N-[5-[1-[(4-oxocyclohexyl)methyl]-4-piperidyl]-2-pyridyl]carbamate C(C)(C)(C)N(C(O)=O)C1=NC=C(C=C1)C1CCN(CC1)CC1CCC(CC1)=O.[N+](=O)([O-])C1C(C1)C[C@H](N)C(=O)O